(5S)-5-{[(3R,4S)-3,4-Difluoropyrrolidin-1-yl]carbonyl}-2-[3-fluoro-4-(trifluoromethyl)benzyl]-5,6,7,8-tetrahydro[1,2,4]triazolo[4,3-a]pyridin-3(2H)-one F[C@@H]1CN(C[C@@H]1F)C(=O)[C@@H]1CCCC=2N1C(N(N2)CC2=CC(=C(C=C2)C(F)(F)F)F)=O